C(C)OC[C@H]1N(CC(C1)C1=CC=C(C=C1)C(F)(F)F)C1=CC=C(C(=O)O)C=C1 4-((2S)-2-(ethoxymethyl)-4-(4-(trifluoromethyl)phenyl)pyrrolidin-1-yl)benzoic acid